COC1=CC=C(CN2N=C(C=3C2=NC(=CN3)N3CCC(CC3)(C)CNC(OC(C)(C)C)=O)N3CCCC2=C(C=CC=C32)C(NC)=O)C=C1 tert-butyl ((1-(1-(4-methoxybenzyl)-3-(5-(methylcarbamoyl)-3,4-dihydroquinolin-1(2H)-yl)-1H-pyrazolo[3,4-b]pyrazin-6-yl)-4-methylpiperidin-4-yl)methyl)carbamate